7-((1S)-1-(2-(aminomethyl)-6-oxo-5-oxa-7-azaspiro[3.4]octan-7-yl)ethyl)-3-(5-fluoro-6-oxo-1,6-dihydropyridin-3-yl)-1H-indole-2-carboxylic acid NCC1CC2(C1)OC(N(C2)[C@@H](C)C=2C=CC=C1C(=C(NC21)C(=O)O)C2=CNC(C(=C2)F)=O)=O